N1C(=NC2=C1C=CC=C2)NC(CCNC(C)=O)C2=CC(=CC=C2)OC(F)(F)F N-{3-[(1H-1,3-benzodiazol-2-yl)amino]-3-[3-(trifluoromethoxy)phenyl]-propyl}acetamide